C(CC)C1=CC=C(C=C1)NC1CCC(CC1)CC(=O)N 2-(4-((4-propylphenyl)amino)cyclohexyl)acetamide